OC(C(=O)N)=C Hydroxyacryl-amide